FC(C1(CCCC1)C(=O)NC1=C(C=C(C=C1C)N1CC2=CC=C(C=C2CC1)F)C)F 1-(difluoromethyl)-N-(4-(6-fluoro-3,4-dihydroisoquinoline-2(1H)-yl)-2,6-dimethylphenyl)cyclopentane-1-carboxamide